ClC1=CC=C(C=C1)C(=O)N1CCC(CC1)CCCCNC(=O)C1=CC=2C=NC=CC2N1 N-(4-{1-[(4-chlorophenyl)carbonyl]piperidin-4-yl}butyl)-1H-pyrrolo[3,2-c]pyridine-2-carboxamide